1-(2-chlorophenyl)-7-cyclopropyl-quinazoline-2,4(1H,3H)-dione ClC1=C(C=CC=C1)N1C(NC(C2=CC=C(C=C12)C1CC1)=O)=O